tert-butyl 3-(4-methoxypyrimidin-5-yl)azetidine-1-carboxylate COC1=NC=NC=C1C1CN(C1)C(=O)OC(C)(C)C